ClC=1C=C(C(=O)NC2=C3C(N(C(=NC3=C(C=C2)C)C)C2C(CC2)C2=C(C=CC=C2)C(F)(F)F)=O)C=C(C1O)Cl 3,5-dichloro-N-(2,8-dimethyl-4-oxo-3-(2-(2-(trifluoromethyl)phenyl)cyclobutyl)-3,4-dihydroquinazolin-5-yl)-4-hydroxybenzamide